5-chloro-4-(6,6-difluoro-1,4-diazepan-1-yl)-2-[4-(trifluoromethyl)thiazol-5-yl]-1H-pyrimidin-6-one ClC1=C(N=C(NC1=O)C1=C(N=CS1)C(F)(F)F)N1CCNCC(C1)(F)F